((5-(4-methylpiperazin-1-yl)pyridin-2-yl)amino)-4-(1H-pyrrolo[3,2-b]pyridin-3-yl)isoindolin-1-one CN1CCN(CC1)C=1C=CC(=NC1)NN1C(C2=CC=CC(=C2C1)C1=CNC=2C1=NC=CC2)=O